tert-butyl 8-oxa-2,5-diazaspiro[3.5]nonane-5-carboxylate C1NCC12N(CCOC2)C(=O)OC(C)(C)C